N-(7-bromo-4-chloro-1-(2,2-difluoroethyl)-1H-indazol-3-yl)methanesulfonamide BrC=1C=CC(=C2C(=NN(C12)CC(F)F)NS(=O)(=O)C)Cl